C(C(=O)O)(=O)O.C(C(=O)O)(=O)O.[B] boron di(oxalic acid)